(3Z)-6-(nonanyloxymethoxy)-3-hexenylmagnesium bromide C(CCCCCCCC)OCOCC\C=C/CC[Mg]Br